Tert-butyl (5-(2-(4-(2,6-dioxopiperidin-3-yl)phenoxy)acetamido)pentyl)carbamate O=C1NC(CCC1C1=CC=C(OCC(=O)NCCCCCNC(OC(C)(C)C)=O)C=C1)=O